N-[7-benzyloxy-5-fluoro-6-(1,1,4-trioxo-1,2,5-thiadiazolidin-2-yl)-2-naphthyl]-2-[1-[1-(2,6-dioxo-3-piperidyl)-3-methyl-2-oxo-benzimidazol-5-yl]pyrazol-4-yl]acetamide C(C1=CC=CC=C1)OC1=C(C(=C2C=CC(=CC2=C1)NC(CC=1C=NN(C1)C1=CC2=C(N(C(N2C)=O)C2C(NC(CC2)=O)=O)C=C1)=O)F)N1S(NC(C1)=O)(=O)=O